(E)-N-(4-(N-(2,5-difluorobenzyl)-N-(4-fluorobenzyl)sulfamoyl)phenyl)-3-(pyridin-4-yl)acrylamide FC1=C(CN(S(=O)(=O)C2=CC=C(C=C2)NC(\C=C\C2=CC=NC=C2)=O)CC2=CC=C(C=C2)F)C=C(C=C1)F